C(#N)C1=CC(=C(C(=C1)C(C)C)NC(=O)NS(=O)(=O)C1=C(N=C(S1)C(C)(C)O)CO)C1CC1 1-[4-cyano-2-cyclopropyl-6-(propan-2-yl)phenyl]-3-[4-(hydroxymethyl)-2-(2-hydroxypropan-2-yl)-1,3-thiazole-5-sulfonyl]urea